3-(2-methyl-5-(8-(4-methylpiperazin-1-yl)oct-1-yn-1-yl)-4-oxoquinazolin-3(4H)-yl)piperidine-2,6-dione CC1=NC2=CC=CC(=C2C(N1C1C(NC(CC1)=O)=O)=O)C#CCCCCCCN1CCN(CC1)C